tert-butyl 7-((5-(1-methyl-2-oxopyrrolidin-3-yl)pyridin-2-yl)amino)-1-oxo-4-(4,4,5,5-tetramethyl-1,3,2-dioxaborolan-2-yl)isoindoline-2-carboxylate CN1C(C(CC1)C=1C=CC(=NC1)NC=1C=CC(=C2CN(C(C12)=O)C(=O)OC(C)(C)C)B1OC(C(O1)(C)C)(C)C)=O